C(C)(C)(C)OC(=O)NNC1=CC(=CC=C1)CC1=CC(=CC(=C1)C(F)(F)F)F.FC=1C=C(CC=2C=C(C=CC2)N2N=CC=3C(NCCC32)=O)C=C(C1)C(F)(F)F 1-(3-(3-fluoro-5-(trifluoromethyl)benzyl)phenyl)-1,5,6,7-tetrahydro-4H-pyrazolo[4,3-c]pyridin-4-one tert-Butyl-2-(3-(3-fluoro-5-(trifluoromethyl)benzyl)phenyl)hydrazine-1-carboxylate